1-methyl-4-(1-methylethyl)-{p-cymene} CC1(C=CC(C=C1)(C)C(C)C)C(C)C